OCCC(=O)N(C1=CC=CC=C1)C1=CC=C(C=C1)O 3-hydroxy-N-(4-hydroxyphenyl)-N-phenylpropionamide